[Si](C)(C)(C(C)(C)C)OCC1=CC(=NC=C1)NC(C(C1CCC(CC1)F)NC(OCC1=CC=CC=C1)=O)=O benzyl (2-((4-(((tert-butyldimethylsilyl)oxy)methyl)pyridin-2-yl)amino)-1-(4-fluorocyclohexyl)-2-oxoethyl)carbamate